5-(2-hydroxypiperazin-1-yl)-2,3-dihydro-1,4-benzodioxine OC1N(CCNC1)C1=CC=CC=2OCCOC21